N-benzyl-quinoxalin-2(1H)-one C(C1=CC=CC=C1)N1C(C=NC2=CC=CC=C12)=O